C(C)(C)(C)OC(NCCCN1N=C2C=C(C(=CC2=C1)Cl)C1=C(C=CC=C1)F)=O (3-(5-chloro-6-(2-fluorophenyl)-2H-indazol-2-yl)propyl)carbamic acid tert-butyl ester